C1(=CC=CC=C1)C1=C(C(=C2C(=C1)N=C1C=CC3=C4C=CC=CC4=NC3=C12)C1=CC=CC2=CC3=CC=CC=C3C=C12)C1=NC=CC=C1 phenylpyridinyl(anthracenyl)indolocarbazole